C(C)(C)(C)OC(/C=C/C1=C(\C=C(/C(=O)OCC)\C(C)=O)C=CC=C1)=O ethyl 2-((Z)-2-((E)-3-(tert-butoxy)-3-oxoprop-1-enyl) benzylidene)-3-oxobutyrate